2-methyl-3-(4,4,5,5-tetramethyl-1,3,2-dioxaborolan-2-yl)phenol CC1=C(C=CC=C1B1OC(C(O1)(C)C)(C)C)O